5,5'-(heptane-1,1-diyl)bis(2-methylfuran) C(CCCCCC)(C1=CC=C(O1)C)C1=CC=C(O1)C